C2-bromo-5-(oxetan-3-ylamino)thiazole-4-carboxamide BrC=1SC(=C(N1)C(=O)N)NC1COC1